2-(5'-Bromo-2'-(4-methyl-4H-1,2,4-triazol-3-yl)-[1,1'-biphenyl]-3-yl)-4-(trifluoromethyl)isoindolin-1-one BrC=1C=CC(=C(C1)C1=CC(=CC=C1)N1C(C2=CC=CC(=C2C1)C(F)(F)F)=O)C1=NN=CN1C